ethyl 2-[4-(2-bromoacetyl) phenoxy]-2-methyl-propionate BrCC(=O)C1=CC=C(OC(C(=O)OCC)(C)C)C=C1